C1(CC1)C1=CC2=C(N(C([C@@H](N=C2C2=CC=CC=C2)C(CC)CC)=O)CCC(=O)O)C=C1 (S)-3-(7-cyclopropyl-2-oxo-3-(pent-3-yl)-5-phenyl-2,3-dihydro-1H-benzo[e][1,4]diazepin-1-yl)propionic acid